C(#N)C1=CC=C(C=C1)N(C(=O)C=1C=CC=2N(C1)C(=CN2)C=2C=CC(=NC2)NC(OC)=O)C methyl N-[5-[6-[(4-cyanophenyl)-methyl-carbamoyl]imidazo[1,2-a]pyridin-3-yl]-2-pyridyl]carbamate